CN([C@@H]1C[C@H]([C@@H](CC1)NC(=O)C1=CC(=CC=2N(C=NC21)CC(F)(F)F)C#CCNC=2C(OC)=CC=C(C2)C(NC)=O)C)C N-[(1R,2R,4S)-4-(dimethylamino)-2-methylcyclohexyl]-6-{3-[4-(N-methylcarbamoyl)-2-anisidino]-1-propynyl}-1-(2,2,2-trifluoroethyl)-1H-1,3-benzimidazole-4-carboxamide